O1C(OCC1)C=1C=C(C=CC1OCC1=CC=C(C=C1)OC)C1=NC=CC(=N1)N 2-(3-(1,3-dioxolan-2-yl)-4-((4-methoxybenzyl)oxy)phenyl)pyrimidin-4-amine